P(O)(O)(O)=O.C(#N)CC1(CN(C1)C1=CC(=C(C(=O)N[C@H](C(F)(F)F)C)C=C1F)F)N1N=CC(=C1)C=1C(=NNC1C)C 4-[3-(cyanomethyl)-3-(3',5'-dimethyl-1H,1'H-4,4'-bipyrazol-1-yl)azetidin-1-yl]-2,5-difluoro-N-[(1S)-2,2,2-trifluoro-1-methyl-ethyl]benzamide phosphoric acid salt